CC1(CCC=2C1=NC1=C(C2NC(=O)N=[S@](=O)(N)C=2C=NN3C2OCCC3)CCC1)C (R)-N'-((3,3-dimethyl-1,2,3,5,6,7-hexahydrodicyclopenta[b,e]pyridin-8-yl)carbamoyl)-6,7-dihydro-5H-pyrazolo[5,1-b][1,3]oxazine-3-sulfonimidamide